FC=1C=C(C=CC1)NC(=O)C=1C=2C=NCNC2C=CC1 N-(3-fluorophenyl)-1H-quinazoline-5-carboxamide